5-(1-methylcyclopropoxy)-3-[6-[(3S)-3-methyl-4-(4-piperidinylmethyl)piperazin-1-yl]pyrimidin-4-yl]-2H-indazole CC1(CC1)OC1=CC2=C(NN=C2C=C1)C1=NC=NC(=C1)N1C[C@@H](N(CC1)CC1CCNCC1)C